1-(2-bromophenyl)-2,2,2-trifluoroethan-1-one BrC1=C(C=CC=C1)C(C(F)(F)F)=O